9,9-bis(4-hydroxyphenyl)-2,7-bis(2-naphthyl)fluorene OC1=CC=C(C=C1)C1(C2=CC(=CC=C2C=2C=CC(=CC12)C1=CC2=CC=CC=C2C=C1)C1=CC2=CC=CC=C2C=C1)C1=CC=C(C=C1)O